ClC1=C2C(=C(N=N1)C)N(C(C(=C2)C2=CCCC2)=O)C 5-chloro-3-(cyclopenten-1-yl)-1,8-dimethyl-pyrido[2,3-d]pyridazin-2-one